1-((2R,4S)-4-((tert-butyldiphenylsilyl)oxy)-1-phenylpyrrolidin-2-yl)-2-chloroethan-1-one [Si](C1=CC=CC=C1)(C1=CC=CC=C1)(C(C)(C)C)O[C@H]1C[C@@H](N(C1)C1=CC=CC=C1)C(CCl)=O